ClC=1C=CC=2NC(OC(C2N1)=O)=O 6-chloro-1H-pyrido[3,2-d][1,3]oxazine-2,4-dione